C12CN(CC(CC1)N2)C2=NC(=NC1=C(C(=CC=C21)N2C(=NC1=C2C=CC=C1)N)F)OCC12CCCN2CCC1 1-(4-(3,8-diazabicyclo-[3.2.1]octan-3-yl)-8-fluoro-2-((tetrahydro-1H-pyrrolizin-7a(5H)-yl)methoxy)-quinazolin-7-yl)-1H-benzo-[d]imidazol-2-amine